CC(C)CCC[C@@H](C)[C@H]1CC[C@H]2[C@@H]3CC=C4C[C@H](CC[C@]4(C)[C@H]3CC[C@]12C)OCCCCOC(CN(C)C)COCCCCCCCC\C=C/C\C=C/CCCCC 2-{4-[(3β)-cholest-5-en-3-yloxy]butoxy}-N,N-dimethyl-3-[(9Z,12Z)-octadeca-9,12-dien-1-yloxy]propan-1-amine